(R)- or (S)-2-(4-cyano-2,6-diisopropylphenyl)-N-(2-(2-hydroxypropan-2-yl)-4-methylthiazole-5-sulfonimidoyl)acetamide C(#N)C1=CC(=C(C(=C1)C(C)C)CC(=O)N[S@](=O)(=N)C1=C(N=C(S1)C(C)(C)O)C)C(C)C |o1:15|